CN1C[C@@H](CC1)CC1=CNC=2C=CC=C(C12)O 3-[[(3R)-1-Methyl-3-pyrrolidinyl]methyl]-1H-indole-4-ol